BrC1=CC(=C(C=C1)NC(C(F)(F)F)=O)C#N N-(4-bromo-2-cyanophenyl)-2,2,2-trifluoroacetamide